C(C)(C)(C)OC(=O)N1CCC(CC1)CN1CCN(CC1)C1=C(C=C(C=C1)N)F 4-((4-(4-amino-2-fluorophenyl)piperazin-1-yl)methyl)piperidine-1-carboxylic acid tert-butyl ester